2-(hydroxymethyl)pyrrolidine-1-carboxylic acid tert-butyl ester C(C)(C)(C)OC(=O)N1C(CCC1)CO